(R)-1-(2,5-dimethyl-3-(trifluoromethyl)phenyl)ethan-1-amine hydrochloride Cl.CC1=C(C=C(C=C1C(F)(F)F)C)[C@@H](C)N